[C@H]12CN(C[C@H](CC1)N2)C=2C1=C(N=C(N2)OCC23CCCN3CC(C2)\C=C\F)C(=C(N=C1)C1=CC=C(C2=CC=CC(=C12)C#C)O)F 4-(4-((1R,5S)-3,8-diazabicyclo[3.2.1]octan-3-yl)-8-fluoro-2-((2-((E)-2-fluorovinyl)tetrahydro-1H-pyrrolizin-7a(5H)-yl)methoxy)pyrido[4,3-d]pyrimidin-7-yl)-5-ethynylnaphthalen-1-ol